5-bromo-6-methyl-pyridin-3-ol BrC=1C=C(C=NC1C)O